(4S,7R)-4-(4-fluorophenyl)-7-(2-methoxyphenyl)-2-methyl-5-oxo-1,4,5,6,7,8-hexahydro-3-quinolinecarboxylic acid methyl ester COC(=O)C1=C(NC=2C[C@H](CC(C2[C@@H]1C1=CC=C(C=C1)F)=O)C1=C(C=CC=C1)OC)C